BrC=1C=C2CN(C(C2=CC1)=O)C12C(NC(C(C1)C2)=O)=O 1-(5-bromo-1-oxoisoindolin-2-yl)-3-azabicyclo[3.1.1]heptane-2,4-dione